6-[3-chloro-5-fluoro-4-(4-hydroxy-2,2-dimethylbutoxy)phenyl]-5-methyl-4,5-dihydro-2H-pyridazin-3-one ClC=1C=C(C=C(C1OCC(CCO)(C)C)F)C=1C(CC(NN1)=O)C